C1(=CC=CC=C1)C1=NC(NC(=N1)C1=CC=C(C=C1)C)=O 4-phenyl-6-(p-tolyl)-1,3,5-triazin-2(1H)-one